[Cl-].[Cl-].C1(=CC=CC=C1)C(C1=CC=CC=C1)[Zr+2](C1=C(C=CC=2C3=CC=C(C=C3CC12)C(C)(C)C)C(C)(C)C)C1C=CC=C1 diphenylmethyl-(cyclopentadienyl)(2,7-di-tert-butyl-fluorenyl)zirconium dichloride